(2-((2-methyl-4-(2,6,6-trimethylcyclohex-1-en-1-yl)but-1-en-1-yl)oxy)ethyl)benzene CC(=COCCC1=CC=CC=C1)CCC1=C(CCCC1(C)C)C